C(=O)(OC(C)(C)C)N1CC(=CC1)C=1N=C(SC1)C(=O)O 4-(1-Boc-2,5-dihydro-1H-pyrrol-3-yl)thiazole-2-carboxylic acid